FC1=C(N)C=CC(=C1)C1=NN(C=N1)C1=NC=C(C=C1)C(F)(F)F 2-fluoro-4-(1-(5-(trifluoromethyl)pyridin-2-yl)-1H-1,2,4-triazol-3-yl)aniline